1'-(2-{7-chloro-2-methyl-1-[(cis)-3-hydroxy-3-methylcyclobutyl]-1H-1,3-benzimidazol-5-yloxy}ethyl)-5-fluorospiro[indoline-3,4'-piperidin]-2-one ClC1=CC(=CC2=C1N(C(=N2)C)C2CC(C2)(C)O)OCCN2CCC1(CC2)C(NC2=CC=C(C=C21)F)=O